FC(CC(C(=O)OC(C)C)N=P(=O)OC1=C(C=CC=C1)OCC=1C=NC(=C(C1C=O)O)C)(F)F Isopropyl 4,4,4-trifluoro-2-(((4-formyl-5-hydroxy-6-methylpyridin-3-yl)methoxy)(phenoxy)phosphorylamino)butanoate